2-aminoethylaminopropyldimethoxysilane NCCNCCC[SiH](OC)OC